6'-(((1S,3S)-3-((5,6-Dimethyl-1,2,4-triazin-3-yl)amino)cyclopentyl)amino)-2H-[1,3'-bipyridin]-2-one CC=1N=C(N=NC1C)N[C@@H]1C[C@H](CC1)NC1=CC=C(C=N1)N1C(C=CC=C1)=O